2-(2,6-dioxopiperidin-3-yl)-4-fluoro-6-((4-(6-(6-((R)-2-(3-fluorophenyl)pyrrolidine-1-yl)imidazo[1,2-b]pyridazin-3-yl)pyridin-2-yl)piperazin-1-yl)methyl)isoindoline-1,3-dione O=C1NC(CCC1N1C(C2=CC(=CC(=C2C1=O)F)CN1CCN(CC1)C1=NC(=CC=C1)C1=CN=C2N1N=C(C=C2)N2[C@H](CCC2)C2=CC(=CC=C2)F)=O)=O